N1(N=CC=C1)CC1=CC(=C(C#N)C(=C1)OC(C)C)F 4-((1H-pyrazol-1-yl)methyl)-2-fluoro-6-isopropoxybenzonitrile